1-[4-(cyanomethyl)-3-fluoro-1-[[4-(triazol-2-yl)phenyl]methyl]-4-piperidyl]-3-(cyclopropanecarbonylamino)pyrazole-4-carboxamide C(#N)CC1(C(CN(CC1)CC1=CC=C(C=C1)N1N=CC=N1)F)N1N=C(C(=C1)C(=O)N)NC(=O)C1CC1